(2-benzyl-1,1-dioxidoisothiazolidin-3-yl)methyl methanesulfonate CS(=O)(=O)OCC1N(S(CC1)(=O)=O)CC1=CC=CC=C1